4-[(Z)-2-(5,6,7,8-tetrahydro-5,5,8,8-tetramethyl-2-naphthyl)-2-undecenamido]benzoic acid CC1(C=2C=CC(=CC2C(CC1)(C)C)/C(/C(=O)NC1=CC=C(C(=O)O)C=C1)=C/CCCCCCCC)C